5-Ethyl-6-fluoro-4-(8-fluoro-2-(((2R,7aS)-2-fluorotetra-hydro-1H-pyrrolizin-7a(5H)-yl)-methoxy)-4-(2-(hydroxymethyl)-morpholino)pyrido[4,3-d]pyrimidin-7-yl)naphthalen-2-ol C(C)C1=C2C(=CC(=CC2=CC=C1F)O)C1=C(C=2N=C(N=C(C2C=N1)N1CC(OCC1)CO)OC[C@]12CCCN2C[C@@H](C1)F)F